1-[3-[[2-[(6-Ethoxy-1,2,3,4-tetrahydroisoquinolin-7-yl)amino]-5-(trifluoromethyl)pyrimidin-4-yl]amino]propyl]piperidin-2-one C(C)OC=1C=C2CCNCC2=CC1NC1=NC=C(C(=N1)NCCCN1C(CCCC1)=O)C(F)(F)F